sodium di-(2-ethylhexyl) sulfosuccinate S(=O)(=O)(O)C(C(=O)OCC(CCCC)CC)CC(=O)OCC(CCCC)CC.[Na]